Rel-N-(6-amino-5-ethyl-3-pyridyl)-2-[(2R,5R)-4,4-difluoro-5-methyl-2-(6-methyl-3-pyridyl)-1-piperidyl]-2-oxo-acetamide NC1=C(C=C(C=N1)NC(C(=O)N1[C@H](CC([C@@H](C1)C)(F)F)C=1C=NC(=CC1)C)=O)CC |o1:12,15|